methyl-7-aminobenzo[5,6][1,4]dioxin CC1=COC2=C(O1)C=C(C=C2)N